3-benzoyl-α-methyl-phenylacetic acid C(C1=CC=CC=C1)(=O)C=1C=C(C=CC1)C(C(=O)O)C